C(C=C)(=O)OCOC(C=C)=O methylene glycol diacrylate